CC(C#C)OCC(=O)N 2-(but-3-yn-2-yloxy)acetamide